1-(3,3-dimethyl-cyclohex-1-en-1-yl)ethan-1-one CC1(C=C(CCC1)C(C)=O)C